N12C=CC(CC1)C2 aza-norbornene